tert-butyl 4,7-diazaspiro[2.5]octane-4-carboxylate oxalate C(C(=O)O)(=O)O.C1CC12N(CCNC2)C(=O)OC(C)(C)C